bicyclo[1.1.1]Pentanediol C12(C(C(C1)C2)O)O